FC1(CN(CCC1OC1=C(C#N)C=C(C=C1)C1=NC(=NC=C1)NC1=NC(=C(C=C1)N1C[C@@H](N(CC1)C)C)OC)C([C@@H](C)O)=O)F [3,3-Difluoro-1-((R)-2-hydroxy-propionyl)-piperidin-4-yloxy]-5-{2-[5-((S)-3,4-dimethyl-piperazin-1-yl)-6-methoxy-pyridin-2-ylamino]-pyrimidin-4-yl}-benzonitrile